5-propyl-1,3,4-thiadiazol C(CC)C1=NN=CS1